BrC=1C=C(C=CC1)C(C(C)C)=O 1-(3-bromo-phenyl)-2-methyl-propan-1-one